OC1=C(CNCCNCC2=C(C=CC(=C2)CCC(=O)O)O)C=C(C=C1)CCC(=O)O N,N'-Bis[2-hydroxy-5-(carboxyethyl)benzyl]ethylendiamin